C(#N)C1=CC(=C(COC2=CC=CC(=N2)N2CCN(CC2)CC2=NC3=C(N2CC2=CN=CN2C)C=CC=C3)C=C1)F 2-[(4-{6-[(4-Cyano-2-fluorobenzyl)oxy]pyridin-2-yl}piperazin-1-yl)methyl]-1-[(1-methyl-1H-imidazol-5-yl)methyl]-1H-benzimidazol